diacetyl-2,4-dioxohexahydro-1,3,5-triazine C(C)(=O)C1(NC(NC(N1)=O)=O)C(C)=O